C1=NCCC2=C(C=CC=C12)/C(=C/C(=O)OCC)/C Ethyl (E)-3-(3,4-dihydroisoquinolin-5-yl)but-2-enoate